C(C)(C)(C)OC(=O)N1CC2N(C3=C(OC2)C=C(C=N3)C(F)(F)F)CC1C 9-methyl-3-(trifluoromethyl)-6a,7,9,10-tetrahydropyrazino[1,2-d]pyrido[3,2-b][1,4]oxazine-8(6H)-carboxylic acid tert-butyl ester